ClC=1C=CC(=C(C1)C=1C=C(C=2OCCNC2N1)C=1C=C(C=NC1)C(=O)N)F 5-[6-(5-chloro-2-fluorophenyl)-2H,3H,4H-pyrido[3,2-b][1,4]oxazin-8-yl]pyridine-3-carboxamide